2-chloro-N-(5-chloro-6-(2H-1,2,3-triazol-2-yl)pyridin-3-yl)-9,9-dimethyl-8,9-dihydro-7H-cyclopenta[d]imidazo[1,2-B]pyridazine-7-carboxamide ClC=1N=C2N(N=CC3=C2C(CC3C(=O)NC=3C=NC(=C(C3)Cl)N3N=CC=N3)(C)C)C1